BrC=1C(=C(C=CC1)C=1C=NN(C1)CC(=O)C1=CC=CC=C1)F 2-(4-(3-bromo-2-fluorophenyl)-1H-pyrazol-1-yl)-1-phenylethan-1-one